O1C(=CC=C1)COC(=O)C=1C=C(C=C2C1C(=C(O2)C2=CC=C(C=C2)OC)C2=CC(=CC(=C2)OC)OC)OC 2-(4-methoxyphenyl)-3-(3,5-dimethoxyphenyl)-6-methoxy-4-benzofurancarboxylic acid-2-furylmethyl ester